(3s,4s)-8-(3-iodo-1-methyl-1H-pyrazolo[3,4-b]pyrazin-6-yl)-3-methyl-2-oxa-8-azaspiro[4.5]decan-4-amine IC1=NN(C2=NC(=CN=C21)N2CCC1([C@@H]([C@@H](OC1)C)N)CC2)C